3-(methoxymethyl)-1-methyl-pyrazole-4-carboxylic acid COCC1=NN(C=C1C(=O)O)C